1-(5-amino-6-chloro-2,3-dihydro-1H-isoindol-2-yl)-2,2,2-trifluoroethan-1-one NC=1C=C2CN(CC2=CC1Cl)C(C(F)(F)F)=O